COC(CBr)(C(C)C1=C(C(=CC=C1)C)C)OC 1-Bromo-3-(2,3-dimethylphenyl)butan-2-one dimethyl acetal